8-methoxy-1-methyl-4-[4-methyl-4-(5-methyl-1,3-benzooxazol-2-yl)piperidin-1-yl]-2-oxo-1,2-dihydroquinoline-3-carbonitrile COC=1C=CC=C2C(=C(C(N(C12)C)=O)C#N)N1CCC(CC1)(C=1OC2=C(N1)C=C(C=C2)C)C